tert-butyl 4-[[3-[2-chloro-4-(1,1-dioxothiolan-2-yl)phenoxy]cyclobutoxy]methyl]piperidine-1-carboxylate ClC1=C(OC2CC(C2)OCC2CCN(CC2)C(=O)OC(C)(C)C)C=CC(=C1)C1S(CCC1)(=O)=O